tert-butyl 3-(2-(2-oxoethoxy)ethoxy)propanoate O=CCOCCOCCC(=O)OC(C)(C)C